(2,6-diphenylphenyl)alanine C1(=CC=CC=C1)C1=C(C(=CC=C1)C1=CC=CC=C1)N[C@@H](C)C(=O)O